NC1=NC(=C2N=CN(C2=N1)CC(=O)O)N 2-(2,6-diamino-9H-purin-9-yl)acetic acid